BrC=1C(=CC(=C(C#N)C1)F)CN1N=CC=C1 5-bromo-2-fluoro-4-[(1H-pyrazol-1-yl)methyl]benzonitrile